2,2-diphenylcyclobutanol C1(=CC=CC=C1)C1(C(CC1)O)C1=CC=CC=C1